ClC=1C(=NC(=NC1)NC=1C=C(C(=C(C(=O)OC)C1)B1OCC(CO1)(C)C)CC)NC1CCCC1 methyl 5-[[5-chloro-4-(cyclopentylamino)pyrimidin-2-yl]amino]-2-(5,5-dimethyl-1,3,2-dioxaborinan-2-yl)-3-ethyl-benzoate